FC1=C(C=CC=C1)C=CC1OCCC1 2-(2-fluorophenylethenyl)tetrahydrofuran